4-(4-methylpiperazin-1-yl)-1H-benzo[d]Imidazole-6-carbonitrile CN1CCN(CC1)C1=CC(=CC=2NC=NC21)C#N